N-methyl-N-(piperidin-4-yl)quinolin-4-amine hydrochloride Cl.CN(C1=CC=NC2=CC=CC=C12)C1CCNCC1